Br.FC1=CC=C(CN)C=C1 4-fluorobenzylamine hydrobromide